NC([C@@H](CCCOC1=CC=C(C(=C1CN1C2=NC=NC(=C2N=C1)NC(OC(C)(C)C)=O)Cl)Cl)NC(=O)OC(C)(C)C)=O tert-Butyl (R)-(9-(6-((5-amino-4-((tert-butoxycarbonyl)amino)-5-oxopentyl)oxy)-2,3-dichlorobenzyl)-9H-purin-6-yl)carbamate